CN([C@H]([C@H](C)NC1=NN(C(C2=CC=CC=C12)=O)C)C=1C=NC=CC1)C 4-(((1S,2S)-1-(dimethylamino)-1-(pyridin-3-yl)propan-2-yl)amino)-2-methylphthalazin-1(2H)-one